4-(2-((5-(5-(difluoromethyl)-1,3,4-oxadiazole-2-yl)pyridine-2-yl)methyl)-4,4-dimethyl-1,3-dioxo-1,2,3,4-tetrahydroisoquinoline-7-yl)-3,6-dihydropyridine-1(2H)-carboxylate FC(C1=NN=C(O1)C=1C=CC(=NC1)CN1C(C2=CC(=CC=C2C(C1=O)(C)C)C=1CCN(CC1)C(=O)[O-])=O)F